C(C)(C)(C)OC(NC1(COCC1=O)C1=C(C=C(C=C1)C(F)(F)F)F)=O [3-(2-fluoro-4-trifluoromethyl-phenyl)-4-oxo-tetrahydro-furan-3-yl]-carbamic acid tert-butyl ester